C(C1CO1)C1=C(C=CC)C(=CC=C1)CC1CO1 2,6-diglycidyl-methylstyrene